NC=1C2=C(N=CN1)N(C(=C2C2=CC[C@H](CC2)C(=O)N2CCCC2)[C@H]2CN(CC2)C(C=C)=O)C 1-((R)-3-(4-amino-7-methyl-5-((S)-4-(pyrrolidine-1-carbonyl)cyclohex-1-en-1-yl)-7H-pyrrolo[2,3-d]pyrimidin-6-yl)pyrrolidin-1-yl)prop-2-en-1-one